2,5-dioxopyrrolidin-1-yl dimethylglycinate CN(CC(=O)ON1C(CCC1=O)=O)C